C1=CC=C2C1=C1C(C=CC=C2)=CC=C1 Dicyclopenta[a,c]cyclooctene